ClC=1C=C(NC2=NC=C(C(=N2)N[C@H](CO)C2=CC=CC=C2)C2=NC=NN2)C=CC1S(=O)(=O)C (2S)-2-[[2-(3-chloro-4-methylsulfonyl-anilino)-5-(1H-1,2,4-triazol-5-yl)pyrimidin-4-yl]amino]-2-phenyl-ethanol